N(=NC1=CC=C(C(=O)O)C=C1)C1=CC=C(C(=O)O)C=C1.C(CN)N ethylenediamine 4,4'-azobisbenzoate